O=C1OC2=CC=CC=C2C=C1C(=O)OCCCCSC1=CC(=NC2=CC=CC=C12)C1=CC=C(C=C1)Br 4-((2-(4-bromophenyl)quinolin-4-yl)thio)butyl 2-oxo-2H-chromene-3-carboxylate